FC(C)(F)C1=CC=CC(=N1)C(=O)OC methyl 6-(1,1-difluoroethyl)pyridine-2-carboxylate